COCCN1N=CC=C1N 1-(2-methoxyethyl)-1H-pyrazol-5-amine